O=C1NC(CCC1N1C(C2=CC=CC(=C2C1=O)N1CCC(CC1)CCCN1N=CC(=C1)C1=CC=C(C(=O)NC=2C=CC3=C(N=C(O3)CN3[C@H](CCC3)C)C2)C=C1)=O)=O 4-(1-(3-(1-(2-(2,6-dioxopiperidin-3-yl)-1,3-dioxoisoindolin-4-yl)piperidin-4-yl)propyl)-1H-pyrazol-4-yl)-N-(2-(((S)-2-methylpyrrolidin-1-yl)methyl)benzo[d]oxazol-5-yl)benzamide